O1C=C(C2=C1C=CC=C2)C2=NN(C1=C2C=NC(=C1)C(=O)[O-])CSC.[Li+] lithium 3-(benzofuran-3-yl)-1-(methylsulfanylmethyl)pyrazolo[4,3-c]pyridine-6-carboxylate